2-ethyl-3-[4-[(4-methoxyphenyl)methyl]-1,2,4-triazol-3-yl]-5,6-dihydro-4H-cyclopenta[c]pyrazole C(C)N1N=C2C(=C1C1=NN=CN1CC1=CC=C(C=C1)OC)CCC2